8-Bromo-6-(2,6-difluoro-4-(2-methyl-2H-indazol-4-yl)benzyl)pyrido[4,3-d]pyrimidin-5(6H)-one BrC1=CN(C(C2=C1N=CN=C2)=O)CC2=C(C=C(C=C2F)C=2C1=CN(N=C1C=CC2)C)F